FC=1C=NN(C1)C1=CC=C(C=N1)C(C(=O)O)C 2-(6-(4-fluoro-1H-pyrazol-1-yl)pyridin-3-yl)propanoic acid